C(#N)N1CCC(CC1)N1N=NC(=C1C)C1=CC=2N(C(=C1)OC(C)C1=NC(=CN=C1)C)C(=CN2)C#N 7-[1-(1-Cyano-4-piperidyl)-5-methyl-triazol-4-yl]-5-[1-(6-methylpyrazin-2-yl)ethoxy]imidazo[1,2-a]pyridine-3-carbonitrile